C(C1=CC=CC=C1)OC1=NC(=CC=C1C1=CC=C(O[C@@H](C)C2CCN(CC2)C(=O)OC(C)(C)C)C=C1)OCC1=CC=CC=C1 tert-butyl 4-[(1S)-1-{4-[2,6-bis(benzyloxy)pyridin-3-yl]phenoxy}ethyl]piperidine-1-carboxylate